Cl.CC1C2C3=CC=CC=C3C(CC1)N2 9-methyl-12-azatricyclo[6.3.1.02,7]dodeca-2,4,6-triene hydrochloride